C(#N)C1CC(C1)N1N=CC(=C1)C1=NNC=2C1=NC(=C(C2)OC)C2=C1CCC(C1=CC=C2)C#N 4-(3-(1-(3-cyanocyclobutyl)-1H-pyrazol-4-yl)-6-methoxy-1H-pyrazolo[4,3-b]pyridin-5-yl)-2,3-dihydro-1H-indene-1-carbonitrile